1-[2,4-dichloro-5-[(5-chloro-2-pyridyl)methoxy]phenyl]-3-[(1S)-1-(2-pyrimidin-2-yl-1,2,4-triazol-3-yl)ethyl]urea ClC1=C(C=C(C(=C1)Cl)OCC1=NC=C(C=C1)Cl)NC(=O)N[C@@H](C)C=1N(N=CN1)C1=NC=CC=N1